N-[4-(4-Amino-1-isopropyl-pyrazolo[3,4-d]pyrimidin-3-yl)phenyl]-2-(4-fluorophenyl)-6-Isopropyl-3-oxo-2,3-dihydropyridazine-4-carboxamide NC1=C2C(=NC=N1)N(N=C2C2=CC=C(C=C2)NC(=O)C=2C(N(N=C(C2)C(C)C)C2=CC=C(C=C2)F)=O)C(C)C